C(#N)[C@H]1CN(C[C@@H]1C1=CC=CC=C1)C(=O)OC(C)(C)C tert-butyl (3R,4S)-3-cyano-4-phenylpyrrolidine-1-carboxylate